2-(4-(isopentylthio)-3,5-dimethoxyphenyl)ethanamine C(CC(C)C)SC1=C(C=C(C=C1OC)CCN)OC